2-(6-cyclopropyl-4-isopropyl-1-oxophthalazin-2(1H)-yl)acetic acid methyl ester COC(CN1C(C2=CC=C(C=C2C(=N1)C(C)C)C1CC1)=O)=O